(R)-4-((S)-10-Acryloyl-2-fluoro-14-oxo-8,8a,9,10,11,12-hexahydro-7H,14H-pyrazino[1',2':5,6][1,5]diazocino[3,2,1-hi]indol-3-yl)-2-amino-7-fluorobenzo[b]thiophene-3-carbonitrile C(C=C)(=O)N1C[C@H]2N(C(C=3C=C(C(=C4C=CN(C34)CC2)C2=CC=C(C=3SC(=C(C32)C#N)N)F)F)=O)CC1